4-methoxypiperidine-1-carboxylic acid benzyl ester C(C1=CC=CC=C1)OC(=O)N1CCC(CC1)OC